C1(CC1)NC(=O)C1=NN(C(=C1)C(=O)NC)CC1=C(C=CC=C1)OC N3-Cyclopropyl-1-(2-methoxybenzyl)-N5-methyl-1H-pyrazole-3,5-dicarboxamide